(S)-4-((3-(1-(2-oxaspiro[3.3]heptan-5-yl)-1H-pyrazol-4-yl)-2-methoxyphenyl)amino)-6-(cyclopropanecarboxamido)nicotinamide C1OCC12[C@H](CC2)N2N=CC(=C2)C=2C(=C(C=CC2)NC2=CC(=NC=C2C(=O)N)NC(=O)C2CC2)OC